4-chloro-N-(pyridin-4-yl)pyridin-2-amine ClC1=CC(=NC=C1)NC1=CC=NC=C1